(2r,4S)-2-((1R,5S,6S)-6-(4-Ethylphenyl)-3-azabicyclo[3.1.0]hexan-3-carbonyl)-5-azaspiro[3.4]octan-6-on C(C)C1=CC=C(C=C1)C1[C@@H]2CN(C[C@H]12)C(=O)C1CC2(C1)NC(CC2)=O